4-(4-Acetylphenylmethyl)piperidin-4-ol C(C)(=O)C1=CC=C(C=C1)CC1(CCNCC1)O